NC=1C=NC=CC1N1N=NC=C1 3-amino-4-(1H-1,2,3-triazol-1-yl)pyridine